BrC1=C2C(=NC(=C1)N1[C@@H](COCC1)C)C(=NS2)C2=CC=NN2 (3R)-4-[7-bromo-3-(1H-pyrazol-5-yl)-[1,2]thiazolo[4,5-b]pyridin-5-yl]-3-methylmorpholine